CN(CCCOC1=CC=C(C=N1)C1=CC=2C=3N(C=NC2C=C1)N(C(C3N3CCCCC3)=O)C)C 9-(6-(3-(dimethylamino)propoxy)pyridin-3-yl)-3-methyl-1-(piperidin-1-yl)pyrazolo[1,5-c]quinazolin-2(3H)-one